1,3-Bis(3-aminopropyl)disiloxane-1,1,3,3-tetrol NCCC[Si](O[Si](O)(O)CCCN)(O)O